ClC1=CC=C(CNC(=O)NC2=CC=C(C=C2)C2CNCC2)C=C1 1-(4-chlorobenzyl)-3-(4-(pyrrolidin-3-yl)phenyl)urea